CC1=C(C2=C(N=N1)SC1=C2N=CN=C1N1C[C@@H](CC1)N)C (3R)-1-(3,4-dimethylpyrimidino[4',5':4,5]thieno[2,3-c]pyridazin-8-yl)pyrrolidin-3-amine